2-amino-1-(4-(4-(4-((3-(dimethylamino)propyl)amino)quinolin-2-yl)phenyl)piperazin-1-yl)propan-1-one NC(C(=O)N1CCN(CC1)C1=CC=C(C=C1)C1=NC2=CC=CC=C2C(=C1)NCCCN(C)C)C